CNS(=O)(=O)C1=CC=C(C=C1)NCC#CC=1N(C2=CC=CC(=C2C1)NC1CCN(CC1)C1CCOCC1)CC(F)(F)F N-methyl-4-{[3-(4-{[1-(oxan-4-yl)piperidin-4-yl]amino}-1-(2,2,2-trifluoroethyl)-1H-indol-2-yl)prop-2-yn-1-yl]amino}benzene-1-sulfonamide